diphenyl-S-lauryldithiophosphite C1(=CC=CC=C1)S(P(SC1=CC=CC=C1)[O-])CCCCCCCCCCCC